NCC=1C=C(C=CC1O)C=1C=C2C(=NN(C2=CC1)C(C)C)COC1=C(C=CC=C1)CC(=O)OCC ethyl 2-(2-((5-(3-(aminomethyl)-4-hydroxyphenyl)-1-isopropyl-1H-indazol-3-yl)methoxy)phenyl)acetate